3-(trifluoromethyl)-4,5,6,7-tetrahydrobenzothiophen-6-amine hydrochloride Cl.FC(C1=CSC2=C1CCC(C2)N)(F)F